CNC(OCCN1CC2=CC(=CC=C2C2(CCN(CC2)C2CCC(CC2)C(C)C)C1=O)NC(C)=O)=O 2-(7-acetamido-1'-((1s,4s)-4-isopropyl-cyclohexyl)-3-oxo-1H-spiro[isoquinoline-4,4'-piperidin]-2(3H)-yl)ethyl methyl-carbamate